acetyl-1-hydroxy-phenylketone C(C)(=O)C1C(C=CC=C1)(O)C(=O)C1(C(C=CC=C1)C(C)=O)O